methyl (Z)-N-(2-amino-4-(3-chloropropoxy)-5-methoxyphenyl)-N'-methyl-N-(tetrahydro-2H-pyran-4-yl)carbamimidothioate NC1=C(C=C(C(=C1)OCCCCl)OC)N(/C(=N/C)/SC)C1CCOCC1